(3R)-N-[4-methyl-3-[5-(morpholin-4-yl)-6-(oxan-4-yloxy)pyridin-3-yl]phenyl]-3-(trifluoromethoxy)pyrrolidine-1-carboxamide CC1=C(C=C(C=C1)NC(=O)N1C[C@@H](CC1)OC(F)(F)F)C=1C=NC(=C(C1)N1CCOCC1)OC1CCOCC1